(R)-N'-((3-fluoro-2,6-diisopropylphenyl)-carbamoyl)-2-(2-hydroxy-propan-2-yl)thiazole-5-sulfonimidamide FC=1C(=C(C(=CC1)C(C)C)NC(=O)N=[S@](=O)(N)C1=CN=C(S1)C(C)(C)O)C(C)C